C1(CCCCC1)C(=O)N1CC2=CC(=CC=C2C(C1)(C)C)N1CCC(CC1)N1CCOCC1 cyclohexyl(4,4-dimethyl-7-(4-morpholinopiperidin-1-yl)-3,4-dihydroisoquinolin-2(1H)-yl)methanone